C(C)(=O)N1[C@H]([C@@H]([C@H](C2=CC(=CC=C12)C(=O)NC)NC1=NC=CC(=N1)C)C)C1CC1 (2S,3R,4R)-1-acetyl-2-cyclopropyl-N,3-dimethyl-4-((4-methylpyrimidin-2-yl)amino)-1,2,3,4-tetrahydroquinoline-6-carboxamide